CC1(C(C(=C(C=C1CCCCC)O)C1=CC=CC=C1)O)C1=CNC=C1 3-methyl-4-pentyl-3-(1H-pyrrol-3-yl)-[1,1'-biphenyl]-2,6-diol